[(±)-3-[5-(1H-indole-2-carbonyl)-1H,4H,5H,6H,7H-pyrazolo[4,3-c]pyridine-3-carbonyl]-3-azabicyclo[3.1.0]hexan-6-yl]methanol N1C(=CC2=CC=CC=C12)C(=O)N1CC2=C(CC1)NN=C2C(=O)N2CC1C(C1C2)CO